COC1=C(C(=O)N(C)C2=CC=3OC(C(=CC3S2)C(=O)O)=O)C=CC=C1OC 2-(2,3-dimethoxy-N-methylbenzamido)-5-oxo-5H-thieno[3,2-b]pyran-6-carboxylic acid